FC1=C(C(=CC(=C1)F)OCCOC)C=1C2=C(C(=NC1C1=CC=C3CCN(CC3=C1)C(C=C)=O)C=1C=NC=3CC(NCC3C1)=O)C=CS2 3-[7-[2,4-difluoro-6-(2-methoxyethoxy)phenyl]-6-(2-prop-2-enoyl-3,4-dihydro-1H-isoquinolin-7-yl)thieno[3,2-c]pyridin-4-yl]-6,8-dihydro-5H-1,6-naphthyridin-7-one